((1,1-dioxotetrahydro-2H-thiopyran-4-yl)methyl)-8-(5-methylthiazol-2-yl)-3-oxo-N-(1-(2-(trifluoromethyl)pyrimidin-5-yl)ethyl)-3,4-dihydro-2H-benzo[b][1,4]oxazine-6-carboxamide O=S1(CCC(CC1)CC1C(NC2=C(O1)C(=CC(=C2)C(=O)NC(C)C=2C=NC(=NC2)C(F)(F)F)C=2SC(=CN2)C)=O)=O